indolin-1-yl-(tetrahydro-2H-pyran-4-yl)methanone N1(CCC2=CC=CC=C12)C(=O)C1CCOCC1